FC=1C(=C(C=CC1)OPOC1=CC=CC=C1)F difluorodiphenyloxyphosphine